methyl (R)-2-((tert-butoxycarbonyl)amino)-5-(4-chlorophenyl)-5-oxopentanoate C(C)(C)(C)OC(=O)N[C@@H](C(=O)OC)CCC(=O)C1=CC=C(C=C1)Cl